N-(4-((4-carboxyphenyl)(4-(dimethylamino)phenyl)methylene)cyclohexa-2,5-dien-1-ylidene)-N-methylmethanaminium iodide [I-].C(=O)(O)C1=CC=C(C=C1)C(=C1C=CC(C=C1)=[N+](C)C)C1=CC=C(C=C1)N(C)C